(3-fluoro-4-(3-hydroxyoxetan-3-yl)phenyl)(4-(4-(trifluoromethyl)phenoxy)piperidin-1-yl)methanone FC=1C=C(C=CC1C1(COC1)O)C(=O)N1CCC(CC1)OC1=CC=C(C=C1)C(F)(F)F